BrC1=CN=CC=2CN([C@@H](COC21)C)C(=O)OC(C)(C)C tert-Butyl (3R)-9-bromo-3-methyl-3,5-dihydro-2H-pyrido[3,4-f][1,4]oxazepine-4-carboxylate